3-((4-(trifluoromethyl)benzyl)oxy)-5,6,8,9,14,14a-hexahydroindolo[3',2':4,5]pyrido[2,1-a]isoquinoline FC(C1=CC=C(COC2=CC=3CCN4C(C3C=C2)CC2=C(C4)NC=4C=CC=CC42)C=C1)(F)F